C1(CC1)C1=C(C(=NO1)C1=C(C=CC=C1Cl)Cl)CO[C@@H]1[C@H]2CN([C@@H](C1)C2)C=2SC1=C(N2)C=CC(=C1)C(=O)O |r| 2-((RS,4RS,5SR)-5-((5-cyclopropyl-3-(2,6-dichlorophenyl)isoxazol-4-yl)methoxy)-2-azabicyclo[2.2.1]heptan-2-yl)benzo[d]thiazole-6-carboxylic acid